FC1(CCN(CC1)C1=CN=CC(=N1)N1N=NC(=C1)C1=C(C=C(C=C1)NS(=O)(=O)CCO)N1CCC2(CC2)CC1)F N-(4-(1-(6-(4,4-difluoropiperidin-1-yl)pyrazin-2-yl)-1H-1,2,3-triazol-4-yl)-3-(6-azaspiro[2.5]octan-6-yl)phenyl)-2-hydroxyethane-1-sulfonamide